5-(4-(dimethylamino)phenyl)-1H-pyrazol-3-amine CN(C1=CC=C(C=C1)C1=CC(=NN1)N)C